2-tert-butyloxycarbonyl-amino-(5,6-diethyl)indan C(C)(C)(C)OC(=O)C1C(C2=CC(=C(C=C2C1)CC)CC)N